6-chloro-2,3-dimethyl-8-[3-(trifluoromethyl)-1-bicyclo[1.1.1]pentanyl]pyrimido[5,4-d]pyrimidin-4-one ClC=1N=C(C=2N=C(N(C(C2N1)=O)C)C)C12CC(C1)(C2)C(F)(F)F